t-butylanthracene CC(C)(C)C1=CC=CC2=CC3=CC=CC=C3C=C21